CC1=NOC(=C1C1=CC(=NC2=C(N=CC=C12)C1=CC=NN1)N1CCOCC1)C 4-(3,5-dimethyl-1,2-oxazol-4-yl)-2-(morpholin-4-yl)-8-(1H-pyrazol-5-yl)-1,7-naphthyridine